COC(=O)C1=NC(=CC=C1)C=O.OCC1C(CCC(C1)C(F)(F)F)=O (hydroxymethyl)-4-(trifluoromethyl)cyclohexan-1-one methyl-6-formylpyridine-2-carboxylate